C1N(N=CC2=CC=CC=C12)CC(=O)N 2(1H)-Phthalazineacetamide